S1C(=CC2=C1C=CC=C2)C2=CC=CC=C2C(C2=CC=CC=C2)=S benzothiophenebenzothiophenone